FC=1C2=C(C(=NC1)C)CC(C2)CN[C@H]2C[C@H](C2)C2CN(C(O2)=O)C2=NC1=C(OCC(N1)=O)N=C2 6-[5-[cis-3-[(4-fluoro-1-methyl-6,7-dihydro-5H-cyclopenta[c]pyridin-6-yl)methylamino]cyclobutyl]-2-oxo-1,3-oxazolidin-3-yl]-4H-pyrazino[2,3-b][1,4]oxazin-3-one